5-{4-[(oxetan-3-yl)amino]-3-(trifluoromethyl)phenyl}-3,6-dihydro-2H-1,3,4-oxadiazin-2-on O1CC(C1)NC1=C(C=C(C=C1)C1=NNC(OC1)=O)C(F)(F)F